FC(S(=O)(=O)OCC(F)(F)C1=CC(=CC=C1)C1C(NC(CC1)=O)=O)(F)F [2-[3-(2,6-dioxo-3-piperidinyl) phenyl]-2,2-difluoroethyl] trifluoro-methanesulfonate